NC1=C(C=C(C=N1)C1=CC=C(C(=O)O)C=C1)OCC1=C(C=CC=C1F)Cl 4-[6-amino-5-(2-chloro-6-fluoro-benzyloxy)-pyridin-3-yl]-benzoic acid